C(C)(C)(C)OC(=O)N1C[C@@H](N(CC1)C1=NC(=NC2=CC(=C(C=C12)C#N)Cl)OC[C@H]1N(CCC1)C)C (S)-4-(7-chloro-6-cyano-2-(((S)-1-methylpyrrolidin-2-yl)methoxy)quinazolin-4-yl)-3-methylpiperazine-1-carboxylic acid tert-butyl ester